2-(4,4-difluorocyclohexyl)-6-((2-((S)-2,2-dimethylcyclopropane-1-carbonyl)-6-(1-(4-fluorobenzyl)-1H-pyrazole-4-carbonyl)-2,6-diazaspiro[3.4]octan-8-yl)methoxy)benzoic acid FC1(CCC(CC1)C1=C(C(=O)O)C(=CC=C1)OCC1CN(CC12CN(C2)C(=O)[C@@H]2C(C2)(C)C)C(=O)C=2C=NN(C2)CC2=CC=C(C=C2)F)F